FC(CNC(N(C1=NC=C(C=C1)C=1C=NC(=NC1)OC)[C@@H]1CC[C@H](CC1)NC(OC(C)(C)C)=O)=O)F tert-butyl (trans-4-(3-(2,2-difluoroethyl)-1-(5-(2-methoxypyrimidin-5-yl)pyridin-2-yl)ureido)cyclohexyl)carbamate